1-(2-(1H-pyrrolo[2,3-b]pyridin-3-yl)ethyl)-6,7-dimethoxy-2-((tetrahydro-2H-pyran-4-yl)methyl)-1,2,3,4-tetrahydroisoquinoline N1C=C(C=2C1=NC=CC2)CCC2N(CCC1=CC(=C(C=C21)OC)OC)CC2CCOCC2